C(C)(=O)O[C@H]([C@@H](CNC(CC1=CC=C(C=C1)C#N)=O)OC(C)=O)[C@@H]1O[C@](C[C@@H]([C@H]1NC(COC(C)=O)=O)OC(C)=O)(SC1=CC=C(C=C1)C)C(=O)OC (1R,2R)-1-((2R,3R,4S,6R)-4-acetoxy-3-(2-acetoxyacetamido)-6-(methoxycarbonyl)-6-(p-tolylthio)tetrahydro-2H-pyran-2-yl)-3-(2-(4-cyanophenyl)acetamido)propane-1,2-diyl diacetate